BrC=1C=C(C2=C(N=C(O2)Cl)C1)F 5-bromo-2-chloro-7-fluoro-1,3-benzoxazole